N-(4-bromo-2,6-dimethylbenzyl)acetamide BrC1=CC(=C(CNC(C)=O)C(=C1)C)C